(1R,2R,5S,6S)-ethyl 2-hydroxy-4-oxo-3-phenyl-3-azabicyclo[3.1.0]hexane-6-carboxylate O[C@@H]1[C@H]2[C@@H]([C@H]2C(N1C1=CC=CC=C1)=O)C(=O)OCC